(n-hexyl) (2-propylheptyl) isophthalate C(C1=CC(C(=O)OCC(CCCCC)CCC)=CC=C1)(=O)OCCCCCC